(R)-7-(8-ethynyl-7-fluoro-3-(trifluoromethyl)naphthalen-1-yl)-8-fluoro-N-methyl-2-morpholino-N-(pyrrolidin-2-ylmethyl)pyrido[4,3-d]pyrimidin-4-amine C(#C)C=1C(=CC=C2C=C(C=C(C12)C1=C(C=2N=C(N=C(C2C=N1)N(C[C@@H]1NCCC1)C)N1CCOCC1)F)C(F)(F)F)F